tert-Butyl (3-cyano-4-(3-(3-((dimethylamino)methyl)-2-methylpyrrolidin-1-yl)-5-fluoro-7,9-dihydrofuro[3,4-f]quinazolin-6-yl)-7-fluorothieno[3,2-c]pyridin-2-yl)carbamate C(#N)C1=C(SC2=C1C(=NC=C2F)C=2C1=C(C=3C=NC(=NC3C2F)N2C(C(CC2)CN(C)C)C)COC1)NC(OC(C)(C)C)=O